ClC1=C2C(=CC=NC2=CC(=C1)[N+](=O)[O-])N1CC(CCC1)F 5-Chloro-4-(3-fluoropiperidin-1-yl)-7-nitroquinolin